N-(benzenesulfonyl)-2-chloro-6-[3-(2,2-dicyclopropylethoxy)pyrazol-1-yl]Pyridine-3-carboxamide C1(=CC=CC=C1)S(=O)(=O)NC(=O)C=1C(=NC(=CC1)N1N=C(C=C1)OCC(C1CC1)C1CC1)Cl